titanium zirconium aluminum tin [Sn].[Al].[Zr].[Ti]